(S)-4-chloro-2,3,6,9-tetramethyl-6H-thieno[3,2-f][1,2,4]triazolo[4,3-a][1,4]diazepine ClC1=N[C@H](C=2N(C3=C1C(=C(S3)C)C)C(=NN2)C)C